tert-Butyl (2S)-5-[[(1R,2S)-2-(4-fluorophenyl)cyclopropyl](propen-2-yl)amino]-2-[di(tert-butoxycarbonyl)amino]pentanoate FC1=CC=C(C=C1)[C@H]1[C@@H](C1)N(CCC[C@@H](C(=O)OC(C)(C)C)N(C(=O)OC(C)(C)C)C(=O)OC(C)(C)C)C(=C)C